FC1=C(C#N)C=C(C=C1)CN(C1CCC(CC1)C(=O)N1CC(C2=NC(=CC=C21)C)(C)C)C 2-fluoro-5-((methyl((1r,4r)-4-(3,3,5-trimethyl-2,3-dihydro-1H-pyrrolo[3,2-b]pyridine-1-carbonyl)cyclohexyl)amino)methyl)benzonitrile